N-stearoyl-glutamic acid dihexyl amide C(CCCCC)N(C([C@@H](NC(CCCCCCCCCCCCCCCCC)=O)CCC(=O)O)=O)CCCCCC